C(C)(C)(C)N1N=C(C(=C1C(C)(C)C)O)C(C)(C)C 1,3,5-Tri-tert-butyl-4-hydroxy-pyrazol